CC(CCCCCCCCCC)NC(C=C)=O N-(1-Methyl-undecyl)acrylamide